(S)-2-amino-N-(4-(3,6-dihydro-2H-pyran-4-yl)phenyl)-2-((1r,4S)-4-methylcyclohexyl)acetamide N[C@H](C(=O)NC1=CC=C(C=C1)C=1CCOCC1)C1CCC(CC1)C